C(C)C1=CC=C(C=C1)C1=NC=2N(C=C1)C1=C(N2)C=CC=C1 2-(4-ethylphenyl)benzo[4,5]imidazo[1,2-a]pyrimidine